10-fluoro-2,2-bis(4-methoxyphenyl)-2H-benzo[H]Chromene FC1=CC=CC2=CC=C3C=CC(OC3=C21)(C2=CC=C(C=C2)OC)C2=CC=C(C=C2)OC